ClC1=CC=C(C=C1)N1C=NC(=C1)C(=O)O 1-(4-chlorophenyl)-1H-imidazole-4-carboxylic acid